6-[5-methoxy-4-(2,2,2-trifluoroacetyl)-2,3-dihydroquinoxalin-1-yl]-8-methyl-2-methylsulfonylpyrido[2,3-d]pyrimidin-7-one COC1=C2N(CCN(C2=CC=C1)C1=CC2=C(N=C(N=C2)S(=O)(=O)C)N(C1=O)C)C(C(F)(F)F)=O